tert-butyl (R)-3-(2-amino-4-(methoxycarbonyl)phenoxy)pyrrolidine-1-carboxylate NC1=C(O[C@H]2CN(CC2)C(=O)OC(C)(C)C)C=CC(=C1)C(=O)OC